(3-chloro-6-methoxy-5-methyl-pyrazin-2-yl)-[3-(trifluoromethyl)-1-bicyclo[1.1.1]pentanyl]methanone ClC=1C(=NC(=C(N1)C)OC)C(=O)C12CC(C1)(C2)C(F)(F)F